C(C)(C)N1CCC(CC1)N1N=C2N(C(C=3C=C(C=CC3C2=C1)C)=O)C 2-(1-isopropylpiperidin-4-yl)-4,7-dimethyl-2,4-dihydro-5H-pyrazolo[3,4-c]isoquinolin-5-one